o-tolyl borate B(OC1=C(C=CC=C1)C)([O-])[O-]